(3,4,5-trifluorophenyl)(7-(1,2,6-trimethyl-4-(methylamino)-1H-benzo[d]imidazol-5-yl)-1H-indol-3-yl)methanone FC=1C=C(C=C(C1F)F)C(=O)C1=CNC2=C(C=CC=C12)C1=C(C2=C(N(C(=N2)C)C)C=C1C)NC